FC(OC=1C=C(C=CC1F)NC(CC1CN(C1)C1=CC(=C(C(=C1)F)C1C(NC(CC1)=O)=O)F)=O)F N-(3-(difluoromethoxy)-4-fluorophenyl)-2-(1-(4-(2,6-dioxopiperidin-3-yl)-3,5-difluorophenyl)azetidin-3-yl)acetamide